2-methyl-2-Adamantyl methacrylate C(C(=C)C)(=O)OC1(C2CC3CC(CC1C3)C2)C